NN[C@@H](CS)C(=O)O amino-L-cysteine